FC(C1=NN(C=C1)CC1CC2(CNC2)C1)(F)F 6-((3-(trifluoromethyl)-1H-pyrazol-1-yl)methyl)-2-azaspiro[3.3]Heptane